C(#N)C=1C=C(C=CC1)CN(C1=C(C(=NC=N1)NCC1=CC=C(C=C1)CC(=O)N)F)C1CC1 2-[4-[[[6-[(3-cyanophenyl)methyl-cyclopropyl-amino]-5-fluoro-pyrimidin-4-yl]amino]methyl]phenyl]acetamide